C1(CCCCC1)CCC 3-cyclohexylpropane